CCCCCCCCCCCCCCCCCCCCCCC(=O)N[C@@H](CO)[C@@H](/C=C/CCCCCCCCCC(C)C)O The molecule is an N-acyl-15-methylhexadecasphing-4-enine in which the acyl group has 23 carbons and 0 double bonds. It has a role as a Caenorhabditis elegans metabolite. It is a N-acyl-15-methylhexadecasphing-4-enine and a Cer(d40:1). It derives from a 15-methylhexadecasphing-4-enine.